4-(5-(4-(4,6-dimethylpyridin-2-yl)-2,2-dimethylpiperazine-1-carbonyl)-3,3-dimethyl-2,3-dihydro-1H-pyrrolo[3,2-b]pyridin-1-yl)cyclohexane-1-carbonitrile CC1=CC(=NC(=C1)C)N1CC(N(CC1)C(=O)C1=CC=C2C(=N1)C(CN2C2CCC(CC2)C#N)(C)C)(C)C